(E)-5-dodecenal C(CCC\C=C\CCCCCC)=O